O=C1NC(CCC1N1C(OC2=C1C=CC(=C2)C#CCOC2CCN(CC2)C(=O)OC(C)(C)C)=O)=O 1-Tert-butyl 4-((3-(3-(2,6-dioxopiperidin-3-yl)-2-oxo-2,3-dihydrobenzo[d]oxazol-6-yl)prop-2-yn-1-yl)oxy)piperidine-1-carboxylate